C[Si](C)(C)C#CC1(CC1)O 1-((trimethylsilyl)ethynyl)cyclopropan-1-ol